tert-butyl (R)-7-(hydroxymethyl)-1,4-dioxa-8-azaspiro[4.5]decane-8-carboxylate OC[C@H]1CC2(OCCO2)CCN1C(=O)OC(C)(C)C